FC1=CC=C(C=C1)C1=CC(=NS1)C1=CC=CC=C1 5-(4-fluorophenyl)-3-phenylisothiazole